19,19-dimethyl-16-oxo-4,7,10,13-tetraoxa-17-azaicosanoic acid CC(CNC(CCOCCOCCOCCOCCC(=O)O)=O)(C)C